C(CCCCCCC)C(C(=O)OCCCCN(CCN(CCN1CCN(CC1)CCN(CCCCC(C(=O)[O-])(CCCCCCCCCC)CCCCCCCC)CCCCC(C(=O)[O-])(CCCCCCCCCC)CCCCCCCC)CCCCOC(C(CCCCCCCCCC)CCCCCCCC)=O)CCCCOC(C(CCCCCCCCCC)CCCCCCCC)=O)CCCCCCCCCC ((2-(4-(2-((2-(bis(4-((2-Octyldodecanoyl)oxy)butyl)amino)ethyl)(4-((2-octyldodecanoyl)oxy)butyl)amino)ethyl)piperazin-1-yl)ethyl)azandiyl)bis(butan-4,1-diyl)bis(2-octyldodecanoat)